C(C)OC([C@H](C)[C@@H]1CC[C@H](CC1)OC1=C(C(=NC=C1)C)Cl)=O.C(CCCCCCCCCCCCCCCCCCCCC)C(C)[N+](CC)(CC)C |&1:4| behenyl-methyltriethyl-ammonium rac-ethyl-2-((trans)-4-((3-chloro-2-methylpyridin-4-yl)oxy)cyclohexyl)propanoate